3-hydroxy-3-isopropyl-4-(trifluoromethyl)indolin-2-one OC1(C(NC2=CC=CC(=C12)C(F)(F)F)=O)C(C)C